2,2'-azo-bis(2-methyl-butyronitrile) N(=NC(C#N)(CC)C)C(C#N)(CC)C